C(C=C)OC(=O)[C@@H](NC(OCC1C2=CC=CC=C2C=2C=CC=CC12)=O)CCC(N[C@H](C(N[C@H](C(=O)OCC)CCC(C=[N+]=[N-])=O)=O)CCC(C=[N+]=[N-])=O)=O Ethyl (5S,10S,13S)-5-((allyloxy)carbonyl)-10,13-bis(4-diazo-3-oxobutyl)-1-(9H-fluoren-9-yl)-3,8,11-trioxo-2-oxa-4,9,12-triazatetradecan-14-oate